O(C1=CC=CC=C1)C1=CC=C(C=C1)C1C(NC(NC1=O)=O)=O 5-(4-Phenoxyphenyl)hexahydropyrimidine-2,4,6-trione